FC1(OC2=C(O1)C=CC=C2C(=O)O)F 2,2-difluorobenzo[d][1,3]Dioxole-4-carboxylic acid